6-O-α-D-glucopyranosyl-ascorbic acid [C@H]1([C@H](O)[C@@H](O)[C@H](O)[C@H](O1)CO)OC[C@@H]([C@@H]1C(=C(C(=O)O1)O)O)O